C(CCCCC)OC1=C(C=C(C=C1)C1=C(N2C(=CC(=CC2=O)CC2=CC3=CC=CC=C3C=C2)S1)C(=O)[O-])C.[NH2+]1C=NC=C1 1H-imidazol-1-ium 2-(4-(hexyloxy)-3-methylphenyl)-7-(naphthalen-2-ylmethyl)-5-oxo-5H-thiazolo[3,2-a]pyridine-3-carboxylate